Butyl 3,9-diazaspiro[5.5]undecane-3-carboxylate C1CN(CCC12CCNCC2)C(=O)OCCCC